tert-butyl ((1S,2S,4R)-rel-7-azabicyclo[2.2.1]heptan-2-yl)carbamate hydrochloride Cl.[C@@H]12[C@H](C[C@@H](CC1)N2)NC(OC(C)(C)C)=O |o1:1,2,4|